2-(1-{N-methyl-5-[(tert-butoxy)carbonyl]-1H,4H,5H,6H,7H-pyrazolo[4,3-c]pyridine-3-amido}cyclopropyl)pyrimidine-5-carboxylic acid CN(C(=O)C1=NNC2=C1CN(CC2)C(=O)OC(C)(C)C)C2(CC2)C2=NC=C(C=N2)C(=O)O